C(C=C)C1=CC(=C(C=C1)O)C1=CC2=C(NC(=N2)C)C=C1 4-allyl-2-(2-methyl-1H-benzimidazole-5-yl)phenol